FC(C1=CC=NN1C1=NN=C(S1)C1=C(OC(C(=C1)OC)=O)C(=O)N)F {5-[5-(difluoromethyl)pyrazol-1-yl]-1,3,4-thiadiazol-2-yl}-5-methoxy-6-oxopyran-2-carboxamide